N-[[4-[5-(difluoromethyl)-1,3,4-oxadiazol-2-yl]-2-fluoro-phenyl]methyl]-N-(2,5-difluorophenyl)-1-imino-1-oxo-1,4-thiazine-4-sulfonamide FC(C1=NN=C(O1)C1=CC(=C(C=C1)CN(S(=O)(=O)N1C=CS(C=C1)(=O)=N)C1=C(C=CC(=C1)F)F)F)F